8-(2,3-dichlorophenoxy)-7-(4-fluorobenzyl)-1-(3-hydroxypropyl)-3-methyl-1H-purine-2,6(3H,7H)-dione ClC1=C(OC2=NC=3N(C(N(C(C3N2CC2=CC=C(C=C2)F)=O)CCCO)=O)C)C=CC=C1Cl